1,2,4-triazacyclohexane-6-carboxylate N1NCNCC1C(=O)[O-]